COC1=C(C=C(C=C1)C(F)(F)F)C1=C(C=NC(=C1)C)C(=O)O 4-(2-methoxy-5-(trifluoromethyl)phenyl)-6-methylpyridine-3-carboxylic acid